BrC1=CC=C(C=C1)N1N=C(C(=C1)C1OC(C(N1CC1=CC=C(C=C1)OC)=O)C)C1=CC=C(C=C1)F 2-(1-(4-bromophenyl)-3-(4-fluorophenyl)-1H-pyrazol-4-yl)-3-(4-methoxybenzyl)-5-methyloxazolidin-4-one